CN1N=C(C(=C1)C1=NC=CC(=N1)NC=1C=NC2=C(C=CC(=C2C1)C(C)C)N1[C@@H]([C@H](C1)CS(=O)(=O)F)C)C ((2r,3s)-1-(3-((2-(1,3-dimethyl-1H-pyrazol-4-yl)pyrimidin-4-yl)amino)-5-isopropylquinolin-8-yl)-2-methylazetidin-3-yl)methanesulfonyl fluoride